CC(CN=C=O)CCC(CC(CN=C=O)C)(CN=C=O)C 2,5,7-trimethyl-1,8-diisocyanato-5-isocyanatomethyloctane